FC=1C=C2C(C(=CN(C2=NC1N1CC(C1)C(NC1=NNC(=C1)C)=O)C=1SC=CN1)C(=O)O)=O 6-fluoro-7-{3-[(5-methyl-1H-pyrazol-3-yl)carbamoyl]azetidin-1-yl}-4-oxo-1-(1,3-thiazol-2-yl)-1,4-dihydro-1,8-naphthyridine-3-carboxylic acid